p-chlorophenyl salicylate C(C=1C(O)=CC=CC1)(=O)OC1=CC=C(C=C1)Cl